2-Amino-4-(3-((1S,5R)-1-((dimethylamino)methyl)-3-azabicyclo[3.1.0]hexan-3-yl)-5-fluoro-7,9-dihydrofuro[3,4-f]quinazolin-6-yl)-7-fluorothieno[3,2-c]pyridine-3-carbonitrile NC1=C(C=2C(=NC=C(C2S1)F)C=1C2=C(C=3C=NC(=NC3C1F)N1C[C@]3(C[C@H]3C1)CN(C)C)COC2)C#N